(2S,3R)-3-((2-aminopyridin-4-yl)methyl)-N2-(1-methyl-1H-imidazol-2-yl)-N1-((R)-1-(3-methylphenyl)propyl)-N2-methyl-4-oxoazetidine-1,2-dicarboxamide NC1=NC=CC(=C1)C[C@@H]1[C@H](N(C1=O)C(=O)N[C@H](CC)C1=CC(=CC=C1)C)C(=O)N(C)C=1N(C=CN1)C